FC=1C=C2C(N(C(=NC2=C(C1)C(C)=N[S@](=O)C(C)(C)C)N1CCOCC1)C)=O (R)-N-(1-(6-fluoro-3-methyl-2-morpholino-4-oxo-3,4-dihydroquinazolin-8-yl)ethylidene)-2-methylpropane-2-sulfinamide